3-(3,4-difluorophenoxy)-N-(3-(methylsulfonyl)phenyl)-6-(trifluoromethyl)pyridazine-4-carboxamide FC=1C=C(OC=2N=NC(=CC2C(=O)NC2=CC(=CC=C2)S(=O)(=O)C)C(F)(F)F)C=CC1F